3-(2-phenyl-2-(o-tolyl)ethyl)pyridine C1(=CC=CC=C1)C(CC=1C=NC=CC1)C1=C(C=CC=C1)C